bis(hydroxymethyl)-5,5-dimethylimidazolidine-2,4-dione OCN1C(N(C(C1=O)(C)C)CO)=O